N1=CNC(C=C1)=O 3H-PYRIMIDIN-4-ONE